2-chloro-N-cyclopropyl-5-(2'-methyl-5'-(perfluoroethyl)-4'-(trifluoromethyl)-2'h-[1,3'-bipyrazole]-4-yl)benzamide ClC1=C(C(=O)NC2CC2)C=C(C=C1)C=1C=NN(C1)C=1N(N=C(C1C(F)(F)F)C(C(F)(F)F)(F)F)C